naphtho[2,3-e]pyrrolo[2,1-b][1,3]oxazin-11-one C1=CC=C2OC3=C(C(N21)=O)C=C2C=CC=CC2=C3